2-(N-methylsulfamoyl)benzoic acid 2,5-dioxopyrrolidin-1-yl ester O=C1N(C(CC1)=O)OC(C1=C(C=CC=C1)S(NC)(=O)=O)=O